4-(2-methyl-1H-indol-3-yl)Azol-2-amine CC=1NC2=CC=CC=C2C1C=1C=C(NC1)N